C1(=CC=CC=C1)[C@H]1[C@@H](C1)B(O)O TRANS-2-PHENYLCYCLOPROPYLBORONIC ACID